1,4-bis(triphenylphosphonio)butane C1(=CC=CC=C1)[P+](CCCC[P+](C1=CC=CC=C1)(C1=CC=CC=C1)C1=CC=CC=C1)(C1=CC=CC=C1)C1=CC=CC=C1